ethyl (E)-6,6,6-trifluorohex-2-enoate FC(CC/C=C/C(=O)OCC)(F)F